bis(carbomethoxymethoxy)-1,1'-binaphthyl C(=O)(OC)COC=1C(=C(C2=CC=CC=C2C1)C1=CC=CC2=CC=CC=C12)OCC(=O)OC